COC1=C(C=CC=C1)N1CCN(CC1)CCC[N+]([O-])=NC1=CC(N(C(N1C)=O)C)=O 6-[[3-[4-(2-methoxyphenyl)-1-piperazinyl]propyl]azoxy]-1,3-dimethyl-2,4(1h,3h)-pyrimidinedione